C(C1CO1)C1=C(C(=C(C(=C1C1=CC=C(C=C1)OC1=CC=C(C=C1)N)CC1CO1)CC1CO1)OC1=CC=C(C=C1)N)CC1CO1 tetraglycidyl-4,4'-bis(4-aminophenoxy)biphenyl